C(C)N1C=NC2=C1N=NC=C2C2=CC(=C(C=C2)F)C2=C(C=1N(C=C2)C(=NN1)C1CC(C1)OC)OC 7-ethyl-4-(4-fluoro-3-(8-methoxy-3-(3-methoxycyclobutyl)-[1,2,4]triazolo[4,3-a]pyridin-7-yl)phenyl)-7H-imidazo[4,5-c]pyridazine